CC1=NC=NN1CCCC[Si](OC)(OC)OC 5-Methyl-1-[4-(trimethoxysilyl)butyl]-1,2,4-triazole